N-(1-((5-(3-ethyl-1,2,4-thiadiazol-5-yl)-2-methylphenyl)glycyl)indolin-4-yl)methanesulfonamide C(C)C1=NSC(=N1)C=1C=CC(=C(C1)NCC(=O)N1CCC2=C(C=CC=C12)NS(=O)(=O)C)C